tert-Butyl (R)-4-(2-(3-(3-(cyclopropyl(2-isopropoxy-4-(1H-pyrazol-4-yl)benzyl)carbamoyl)piperidin-1-yl)phenoxy)-2-methylpropanoyl)piperazine-1-carboxylate C1(CC1)N(C(=O)[C@H]1CN(CCC1)C=1C=C(OC(C(=O)N2CCN(CC2)C(=O)OC(C)(C)C)(C)C)C=CC1)CC1=C(C=C(C=C1)C=1C=NNC1)OC(C)C